3-tert-butyl-1-(6-methoxynaphthalen-2-yl)imidazo[1,5-a]pyrazin-8-amine C(C)(C)(C)C1=NC(=C2N1C=CN=C2N)C2=CC1=CC=C(C=C1C=C2)OC